glycerine monoerucate C(CCCCCCCCCCC\C=C/CCCCCCCC)(=O)O.OCC(O)CO